FC=1C=C(C=CC1)[C@H]([C@H]1[C@@H]2N(C(C=3N1N=CC(C3O)=O)=O)CCC2)C2=C(C=CC=C2)C (9aR,10S)-10-((S)-(3-fluorophenyl)(o-tolyl)methyl)-4-hydroxy-8,9,9a,10-tetrahydro-7H-pyrrolo[1',2':4,5]pyrazino[1,2-b]pyridazine-3,5-dione